2-oxocyclohexylmethyl-iodonium ((3S,7aS)-3-(((1,1,1,3,3,3-hexafluoropropan-2-yl)oxy)methyl)tetrahydro-1H-pyrrolizin-7a(5H)-yl)methyl-benzoate FC(C(C(F)(F)F)OC[C@@H]1CC[C@@]2(CCCN12)COC(C1=CC=CC=C1)=O)(F)F.O=C1C(CCCC1)C[IH+]